CC(C1=CC(=CC(=C1)OC)OC)(OC(=O)NC1=C(C)C=CC(=C1)NC(=O)OC(C1=CC(=CC(=C1)OC)OC)(C)C)C N,N'-bis[(α,α-dimethyl-3,5-dimethoxybenzyloxy)carbonyl]-2,4-tolylenediamine